ClC1=CC=[N+](C2=CC(=CC=C12)Cl)[O-] 4,7-dichloroquinoline 1-oxide